COC=1N=C2C(=CC=NC2=CC1OC)OC1=C(C=C(C=C1)NC(=O)C=1C(=NC(=C(C1O)C1=CC=C(C=C1)F)C)COC)F N-[4-[(6,7-dimethoxy-1,5-naphthyridin-4-yl)oxy]-3-fluorophenyl]-5-(4-fluorophenyl)-4-hydroxy-2-(methoxymethyl)-6-methylpyridine-3-carboxamide